isopropyl 7-(2-(12-(tert-butoxy)-12-oxododecanamido)benzo[d]thiazol-6-yl)-2,3-dihydro-1H-pyrido[2,3-b][1,4]oxazine-1-carboxylate C(C)(C)(C)OC(CCCCCCCCCCC(=O)NC=1SC2=C(N1)C=CC(=C2)C2=CC1=C(OCCN1C(=O)OC(C)C)N=C2)=O